Amino-levulinic acid C(CC(=O)O)C(=O)CN